(S)-2-(((((S)-5-amino-1-carboxypentyl)oxy)carbonyl)amino)pentanedioic acid TFA salt OC(=O)C(F)(F)F.NCCCC[C@@H](C(=O)O)OC(=O)N[C@H](C(=O)O)CCC(=O)O